2-tert-butyl-5-phenyl-4-[(2-{[3-(trifluoromethoxy)phenyl]thio}ethyl)amino]isothiazol-3(2H)-one 1,1-dioxide C(C)(C)(C)N1S(C(=C(C1=O)NCCSC1=CC(=CC=C1)OC(F)(F)F)C1=CC=CC=C1)(=O)=O